4,4'-di(N-carbazolyl)biphenyl methyl-(1S,5R,7R)-3-(6-(1,1-difluoroethyl)pyrimidin-4-yl)-7-formyl-2-methyl-3,6-diazabicyclo[3.2.1]octane-6-carboxylate COC(=O)N1[C@H]2CN(C([C@@H]([C@@H]1C=O)C2)C)C2=NC=NC(=C2)C(C)(F)F.C2=CC=CC=1C3=CC=CC=C3N(C21)C2=CC=C(C=C2)C2=CC=C(C=C2)N2C1=CC=CC=C1C=1C=CC=CC21